[Si]([O-])([O-])([O-])O.[Na+].[Ca+2] calcium-sodium silicate